C1(=CC=C(C=C1)NC1=CC=C(C=C1)C1=CC=CC=C1)C1=CC=CC=C1 bis(1,1'-biphenyl-4-yl)amine